S1C2=C(C(=C1)CNC(=O)C=1N=NC(=C(C1C)C)N1CC=3C=C(C=NC3CC1)C)C=CC=C2 N-(benzo[b]thiophen-3-ylmethyl)-4,5-dimethyl-6-(3-methyl-7,8-dihydro-1,6-naphthyridin-6(5H)-yl)pyridazine-3-carboxamide